5-chloro-2-methyl-N-((1r,4r)-4-((3-(1-methyl-1H-benzo[d][1,2,3]triazol-6-yl)-2-oxo-2,3-dihydro-1H-benzo[d]imidazol-1-yl)methyl)cyclohexyl)nicotinamide ClC=1C=NC(=C(C(=O)NC2CCC(CC2)CN2C(N(C3=C2C=CC=C3)C=3C=CC2=C(N(N=N2)C)C3)=O)C1)C